FC1(CCN(CC1)C(=O)C=1C=C2C(=NC1)N(C=C2)C=2C=NC(=CC2)C2=NOC(=N2)C)F (4,4-difluoropiperidin-1-yl)(1-(6-(5-methyl-1,2,4-oxadiazol-3-yl)pyridin-3-yl)-1H-pyrrolo[2,3-b]pyridin-5-yl)methanone